2-(4-(trifluoromethoxy)phenyl)oxetane-2-carboxylic acid sodium salt [Na+].FC(OC1=CC=C(C=C1)C1(OCC1)C(=O)[O-])(F)F